(4R,5R)-5-((S)-5H-imidazo[5,1-a]isoindol-5-yl)-5,6,7,8-tetrahydro-4H-pyrazolo[1,5-a]azepin-4-ol C=1N=CN2C1C1=CC=CC=C1[C@@H]2[C@@H]2[C@H](C=1N(CCC2)N=CC1)O